benzotriazolyl-butylphenol sodium [Na].N1N=NC2=C1C=CC=C2C=2C(=C(C=CC2)O)CCCC